(1-ethoxymethyl)styrene C(C)OCC=CC1=CC=CC=C1